FC=1C(=CC=C2C(CCOC12)=O)O[C@@H](C1=CC=C(C(=O)N)C=C1)C1=CC=NC=C1 (S)-4-(((8-Fluoro-4-oxochroman-7-yl)oxy)(pyridin-4-yl)methyl)benzamide